(benzyl-(methyl)amino)-N-(3-hydroxyphenyl)-3-methyl-7-(1H-pyrazol-4-yl)pyrazolo[1,5-a]pyrimidine-2-carboxamide C(C1=CC=CC=C1)N(C)C1=NC=2N(C(=C1)C=1C=NNC1)N=C(C2C)C(=O)NC2=CC(=CC=C2)O